COC(C1=C(N=CC(=C1C)Br)OC1=C(C=C(C=C1)F)C)=O 5-bromo-2-(4-fluoro-2-methylphenoxy)-4-methylnicotinic acid methyl ester